CC1(CCN(CC1)C1=CC=C(C(=N1)C)N)C 6-(4,4-dimethylpiperidin-1-yl)-2-methylpyridin-3-amine